FC=1C=CC(=NC1C(C)C)N(C(=O)C=1N(C(C=CC1)=O)CC#C)C N-(5-fluoro-6-isopropylpyridin-2-yl)-N-methyl-6-oxo-1-(prop-2-yn-1-yl)-1,6-dihydropyridine-2-carboxamide